C1(CCC1)CCOC1=C(N=C2C(=CC=NC2=C1)OC1=C(C=C(C=C1)NC(=O)C1=C(N(C(=C(C1=O)C1=CCCC1)C)C)C)F)OC N-[4-[[7-(2-Cyclobutylethoxy)-6-methoxy-1,5-naphthyridin-4-yl]oxy]-3-fluorophenyl]-5-(cyclopenten-1-yl)-1,2,6-trimethyl-4-oxopyridine-3-carboxamide